1-Propionylpiperidine-4-carbaldehyde C(CC)(=O)N1CCC(CC1)C=O